C(#N)C1=CC=2N(N=C1)C(=CC2)C2=CC(=C(C=N2)C2=NN=C(S2)N2C[C@H]1CC[C@@H](C2)C1NC(C)=O)NC1CCOCC1 N-((1R,5S,8s)-3-(5-(6-(3-cyanopyrrolo[1,2-b]pyridazin-7-yl)-4-((tetrahydro-2H-pyran-4-yl)amino)pyridin-3-yl)-1,3,4-thiadiazol-2-yl)-3-azabicyclo[3.2.1]octan-8-yl)acetamide